ClC1=C(C(=NN1CC1=C(C=CC=C1F)F)C(=O)OCC)CCNC(C(F)F)C1CC1 ethyl 5-chloro-4-(2-((1-cyclopropyl-2,2-difluoroethyl)amino)ethyl)-1-(2,6-difluorobenzyl)-1H-pyrazole-3-carboxylate